1,3-bis(hydroxymethyl)-5,5-dimethylimidazoline OCN1CN(CC1(C)C)CO